C(C)C1=C(C=C(C(=O)O)C=C1)S(NC1=C(C=CC(=C1)C1=NN(C=C1)C)N1CCCCC1)(=O)=O 4-Ethyl-3-(N-(5-(1-methylpyrazol-3-yl)-2-(piperidin-1-yl)phenyl)sulfamoyl)benzoic acid